uranium nitrogen 2,3-dimethyl-6-[(2S)-2-(1-methyl-1H-pyrazol-4-yl)morpholin-4-yl]-8-[3-(trifluoromethyl)bicyclo[1.1.1]pentan-1-yl]-3H,4H-pyrimido[5,4-d][1,3]diazin-4-one CC=1N(C(C2=C(N1)C(=NC(=N2)N2C[C@@H](OCC2)C=2C=NN(C2)C)C21CC(C2)(C1)C(F)(F)F)=O)C.[N].[U]